4-(3-bromoanilino)-2'-[(2R)-2-methyl-3-{[(5R)-5-methyl-5,6,7,8-tetrahydroquinolin-4-yl]oxy}propyl]-2',3'-dihydrospiro[cyclohexane-1,1'-indene]-4-carboxylic acid BrC=1C=C(NC2(CCC3(C(CC4=CC=CC=C34)C[C@H](COC3=CC=NC=4CCC[C@H](C34)C)C)CC2)C(=O)O)C=CC1